C(CCC)OC1=C(C=CC(=C1F)F)NC(\C=C\C1=CC(=C(C=C1)OC)OC)=O (E)-N-(2-butoxy-3,4-difluorophenyl)-3-(3,4-dimethoxyphenyl)acrylamide